(12aS)-9-bromo-10-chloro-11-methyl-6-oxo-3,4,6,11,12,12a-hexahydropyrazino[2,1-C][1,4]benzodiazepine-2(1H)-carboxylic acid tert-butyl ester C(C)(C)(C)OC(=O)N1C[C@@H]2CN(C3=C(C(N2CC1)=O)C=CC(=C3Cl)Br)C